(1S,3S,5R)-N-((4-carbamimidoylthiophen-2-yl)methyl)-5-(methoxymethyl)-2-((4-phenoxybenzoyl)glycyl)-2-azabicyclo[3.1.0]hexane-3-carboxamide C(N)(=N)C=1C=C(SC1)CNC(=O)[C@H]1N([C@H]2C[C@]2(C1)COC)C(CNC(C1=CC=C(C=C1)OC1=CC=CC=C1)=O)=O